1-(5-(7-amino-2-(morpholine-4-carbonyl)-1,6-naphthyridin-3-yl)-4-methylpyridin-2-yl)propan-1-one NC1=NC=C2C=C(C(=NC2=C1)C(=O)N1CCOCC1)C=1C(=CC(=NC1)C(CC)=O)C